FC=1C=C(C=C(C1F)F)C=1N=NN(C1)[C@@H]1[C@H]([C@@H](SC=2C=CC(=NC2)C#N)O[C@@H]([C@@H]1O)CO)O 2-cyanopyridine-5-yl 3-deoxy-3-[4-(3,4,5-trifluorophenyl)-1H-1,2,3-triazol-1-yl]-1-thio-α-D-galactopyranoside